ethyl 2-(2-((5-(3-(aminomethyl)-5-(1-methylpiperidin-4-yl)phenyl)-1-isopropyl-1H-indazol-3-yl)methoxy)phenyl)acetate NCC=1C=C(C=C(C1)C1CCN(CC1)C)C=1C=C2C(=NN(C2=CC1)C(C)C)COC1=C(C=CC=C1)CC(=O)OCC